6-(1,4-dimethyl-1H-1,2,3-triazol-5-yl)-2-methyl-4-(phenyl-(tetrahydro-2H-pyran-4-yl)methyl)-2,4-dihydropyrazolo[3',4':4,5]pyrrolo[3,2-b]pyridine-3-carboxylic acid methyl ester COC(=O)C=1N(N=C2C1N(C=1C2=NC=C(C1)C1=C(N=NN1C)C)C(C1CCOCC1)C1=CC=CC=C1)C